C(C)(C)(C)OC(=O)N[C@@H]1CN(CC[C@@H]1N1C(N(C2=NC(=NC=C2C1)NC1=CC=C(C=C1)N1CCN(CC1)C)C)=O)C(=O)OCC1=CC=CC=C1 |o1:8,13| benzyl rel-(3R,4S)-3-((tert-butoxycarbonyl)amino)-4-(1-methyl-7-((4-(4-methylpiperazin-1-yl)phenyl)amino)-2-oxo-1,4-dihydropyrimido[4,5-d]pyrimidin-3(2H)-yl)piperidine-1-carboxylate